BrC=1C=C(C2=C(C(=CO2)C(=O)OCC)C1)CN(C)CC1CC1 ethyl 5-bromo-7-(((cyclopropylmethyl)(methyl)amino)methyl)benzofuran-3-carboxylate